OC1(CCC(CC1)N1C2C(CC1)N(CC2)C(CNC(C2=CC(=CC=C2)C(F)(F)F)=O)=O)C2=CC=C(C=N2)N2CC(C2)C(=O)N(C)C 1-(6-((1r,4r)-1-hydroxy-4-(4-((3-(trifluoromethyl)benzoyl)glycyl)hexahydropyrrolo[3,2-b]pyrrol-1(2H)-yl)cyclohexyl)pyridin-3-yl)-N,N-dimethylazetidine-3-carboxamide